(R)-1-(2-((2-fluorophenyl)amino)-2-oxoacetyl)-N-((S)-3-oxo-1-((S)-2-oxopyrrolidin-3-yl)-4-(2,3,5,6-tetrafluorophenoxy)butan-2-yl)piperidine-3-carboxamide FC1=C(C=CC=C1)NC(C(=O)N1C[C@@H](CCC1)C(=O)N[C@@H](C[C@H]1C(NCC1)=O)C(COC1=C(C(=CC(=C1F)F)F)F)=O)=O